[N+](#[C-])C(CCC1CC2CCCCC2C1)(CCC1CC2CCCCC2C1)S(=O)(=O)C1=CC=C(C=C1)C 2-[3-isocyano-3-(4-methylbenzenesulfonyl)-5-(octahydro-1H-inden-2-yl)pentyl]-octahydro-1H-indene